SCC(CS)(CS)C 2-(mercaptomethyl)-2-methyl-1,3-propanedithiol